3-hydroxyoxazole ON1COC=C1